2-(2-{cyclooctyl-[(3-methylisoxazole-4-carbonyl)amino]methyl}-4-fluoro-1H-benzoimidazol-5-yl)benzoic acid tert-butyl ester C(C)(C)(C)OC(C1=C(C=CC=C1)C1=C(C2=C(NC(=N2)C(NC(=O)C=2C(=NOC2)C)C2CCCCCCC2)C=C1)F)=O